NC1=CC(=C(C=N1)N1C[C@@H](N(CC1)C(=O)C1=NC=C(C(=C1)OC)OC1=CC=CC=C1)CO)C [(R)-4-(6-Amino-4-methyl-pyridin-3-yl)-2-hydroxymethyl-piperazin-1-yl]-(4-methoxy-5-phenoxy-pyridin-2-yl)-methanon